C(=C)C1C(=O)NCCCC1 vinyl-ε-caprolactam